CN1C(C(CC1)=S)=O N-methyl-pyrrolidonethione